(2R,7aS)-7a-({[4-chloro-6-(4-fluoropiperidin-1-yl)pyrimidin-2-yl]oxy}methyl)-2-fluorohexahydro-1H-pyrrolizine ClC1=NC(=NC(=C1)N1CCC(CC1)F)OC[C@]12CCCN2C[C@@H](C1)F